1-((1S,3R)-3-((5-Cyano-4-(1-(2,2-difluoroethyl)-1H-pyrazol-4-yl)pyrimidin-2-yl)amino)cyclohexyl)-1H-benzo[d]imidazole-7-carbonitrile C(#N)C=1C(=NC(=NC1)N[C@H]1C[C@H](CCC1)N1C=NC2=C1C(=CC=C2)C#N)C=2C=NN(C2)CC(F)F